N-(5,6-Dimethoxy-benzothiazol-2-yl)-2-(4-ethanesulfonyl-phenyl)-2-isopropoxy-acetamide COC=1C(=CC2=C(N=C(S2)NC(C(OC(C)C)C2=CC=C(C=C2)S(=O)(=O)CC)=O)C1)OC